1-(2-{[(4aS,7aR)-1-methyl-octahydro-1H-cyclopenta[b]pyridin-4a-yl]methoxy}-7-(8-ethyl-7-fluoro-3-hydroxynaphthalen-1-yl)-8-fluoropyrido[4,3-d]pyrimidin-4-yl)-3-methylpiperidin-3-ol CN1[C@H]2[C@@](CCC1)(CCC2)COC=2N=C(C1=C(N2)C(=C(N=C1)C1=CC(=CC2=CC=C(C(=C12)CC)F)O)F)N1CC(CCC1)(O)C